(1S,5R,9R)-10,10-dimethyl-2,6-bis-methylene-bicyclo[7.2.0]undecan-5-ol acetate C(C)(=O)O[C@@H]1CCC([C@H]2CC([C@@H]2CCC1=C)(C)C)=C